ClC1=CC=C(C(N1C)=O)C(CC#C)C1=C(C=CC(=C1)F)F 6-Chloro-3-(1-(2,5-difluorophenyl)but-3-yn-1-yl)-1-methylpyridin-2(1H)-one